3-(5-ethynyl-1-oxoisoindolin-2-yl)piperidine-2,6-dione C(#C)C=1C=C2CN(C(C2=CC1)=O)C1C(NC(CC1)=O)=O